tert-Butyl ((1S,3S)-3-((3-cyano-2-oxo-2H-[1,3'-bipyridin]-6'-yl)amino)cyclopentyl)carbamate C(#N)C=1C(N(C=CC1)C=1C=NC(=CC1)N[C@@H]1C[C@H](CC1)NC(OC(C)(C)C)=O)=O